CC1=CC=C(C=C1)C1=NN=C(O1)C(=O)NN 5-(4-methylphenyl)-1,3,4-oxadiazole-2-carbohydrazide